9-(3-(methoxydiphenylsilyl)phenyl)-9H-carbazole CO[Si](C=1C=C(C=CC1)N1C2=CC=CC=C2C=2C=CC=CC12)(C1=CC=CC=C1)C1=CC=CC=C1